NC=1C2=C(N=CN1)N(C=C2C2=CC(=C(C=C2)NC(=O)NC2=CC(=C(C=C2)OC2CCN(CC2)CC)C(F)(F)F)F)C2CC2 1-(4-(4-AMINO-7-CYCLOPROPYL-7H-PYRROLO[2,3-D]PYRIMIDIN-5-YL)-2-FLUOROPHENYL)-3-(4-((1-ETHYLPIPERIDIN-4-YL)OXY)-3-(TRIFLUOROMETHYL)PHENYL)UREA